C(#N)C=1N=C(N(C1)COCC[Si](C)(C)C)C(=O)[O-] 4-cyano-1-(2-trimethylsilylethoxymethyl)imidazole-2-carboxylate